2-butylhexylamine C(CCC)C(CN)CCCC